CN(C(C(=O)C1=CC=C(C=C1)N1CCOCC1)(CC)CC1=CC=C(C=C1)O)C 2-(Dimethylamino)-2-[(4-hydroxyphenyl)methyl]-1-[4-(4-morpholinyl)phenyl]-1-butanone